3-[(1R,2S)-2-amino-1-hydroxypropyl]phenol N[C@H]([C@H](O)C=1C=C(C=CC1)O)C